2-([1,4]Dioxan-2-ylmethoxy)-9-(2-pyrrolidin-1-yl-pyridin-3-yl)-6,7-dihydro-pyrimido[6,1-a]isoquinolin-4-one O1C(COCC1)COC1=NC(N2C(C3=CC=C(C=C3CC2)C=2C(=NC=CC2)N2CCCC2)=C1)=O